1,3-dimercaptomethylbenzene SCC1=CC(=CC=C1)CS